(S)-4-(7-bromo-2,6-dichloro-8-fluoroquinazolin-4-yl)-3-methylmorpholine BrC1=C(C=C2C(=NC(=NC2=C1F)Cl)N1[C@H](COCC1)C)Cl